C1(=CC=CC=C1)C1(CC=C(C=C1)N)N 1-phenylbenzene-1,4-diamine